2-methyl-9,10-dibutoxymethyloxyanthracene CC1=CC2=C(C3=CC=CC=C3C(=C2C=C1)OCOCCCC)OCOCCCC